1-(7-amino-1H-indol-5-yl)ethanone NC=1C=C(C=C2C=CNC12)C(C)=O